N-(3-methoxy-4-(4-(4-methylpiperazin-1-yl)piperidin-1-yl)phenyl)formamide COC=1C=C(C=CC1N1CCC(CC1)N1CCN(CC1)C)NC=O